tert-butyl (3S,4S)-4-(4-chloro-2-methyl-anilino)-3-methyl-piperidine-1-carboxylate ClC1=CC(=C(N[C@@H]2[C@H](CN(CC2)C(=O)OC(C)(C)C)C)C=C1)C